2-[1-(Methylimino)ethyl]pyridin CN=C(C)C1=NC=CC=C1